Boc-indolecarboxylic acid C(=O)(OC(C)(C)C)C1=C(NC2=CC=CC=C12)C(=O)O